CN(CC)[Sn] (methyl-ethylamino)tin